[7-fluoro-5-(4,4,5,5-tetramethyl-1,3,2-dioxaborolan-2-yl)-1,3-benzoxazol-2-yl]methyl acetate C(C)(=O)OCC=1OC2=C(N1)C=C(C=C2F)B2OC(C(O2)(C)C)(C)C